FC1=C(O[C@H]2C[C@]3([C@H](CN(C3)CCC3=NC=C(C=C3)OCC3=CC=C(C=C3)OC)C2)O)C=CC(=C1)F (3aR,5R,6aS)-5-(2,4-difluorophenoxy)-2-(2-(5-((4-methoxybenzyl)oxy)pyridin-2-yl)ethyl)hexahydrocyclopenta[c]pyrrol-3a(1H)-ol